[Na].C(=O)(O)C1=C2C=CC=CC2=C(C=C1)C(=O)O 5,8-dicarboxylnaphthalene sodium